N1(CCC1)C1=NC=2N(C(=C1)CO)N=C(C2)[C@H]2N(CCCC2)C(=O)OC(C)(C)C tert-butyl (2S)-2-[5-(azetidin-1-yl)-7-(hydroxymethyl)pyrazolo[1,5-a]pyrimidin-2-yl]piperidine-1-carboxylate